N1N(C=CC=C1)C(=O)[O-] Pyridazine-2-carboxylate